COC(=O)C1C(N(C1)C(=O)OC(C)(C)C)CO (hydroxymethyl)azetidine-1,3-dicarboxylic acid 1-(tert-butyl) 3-methyl ester